C(C)OC1=CC=C2C=NN(C2=C1NS(=O)(=O)C=1C=NN(C1)C1=CC(=NC=C1)C(F)(F)F)C N-(6-ETHOXY-1-METHYL-1H-INDAZOL-7-YL)-1-(2-(TRIFLUOROMETHYL)PYRIDIN-4-YL)-1H-PYRAZOLE-4-SULFONAMIDE